OC(C)(C)C1=CN=C(S1)[S@](=O)(N)=NC(NC1=C2CCCC2=CC=2OCCC21)=O |o1:9| (S) or (R)-5-(2-hydroxypropan-2-yl)-N'-((3,5,6,7-tetrahydro-2H-indeno[5,6-b]furan-4-yl)carbamoyl)thiazole-2-sulfonimidamide